O[C@@H](C=O)[C@@H]([C@H]([C@H]([C@@H](CO)O)O)O)O (2R,3R,4S,5S,6R)-2,3,4,5,6,7-hexahydroxyheptanal